7-chloro-9-(4-{[3-(trifluoromethyl)pyridin-2-yl]oxy}phenyl)-3,4-dihydropyrido[2,1-c][1,2,4]thiadiazine 2,2-dioxide ClC=1C=C(C2=NS(CCN2C1)(=O)=O)C1=CC=C(C=C1)OC1=NC=CC=C1C(F)(F)F